tert-butyl (2-bromo-5-(ethoxy-d5)pyridin-4-yl)carbamate BrC1=NC=C(C(=C1)NC(OC(C)(C)C)=O)OC(C([2H])([2H])[2H])([2H])[2H]